C(=O)(O)CCC(=O)C1=CC2=C(S1)C=C(C(=C2)CCCOC2=C(C1=C(SC(=C1)C(=O)[C@H]1[C@@H](C1)C(=O)O)C=C2OC)F)OC trans-2-(5-(3-(2-(3-carboxypropanoyl)-6-methoxybenzo[b]thiophen-5-yl)propoxy)-4-fluoro-6-methoxybenzo[b]thiophene-2-carbonyl)cyclopropanecarboxylic acid